C(CC)(=O)OC1(C=2C=CC3=C(C2C2=NC4=CC=CC=C4C=C21)C(CC=C3)=O)CC3(C=2C=CC1=C(C2C2=NC4=CC=CC=C4C=C23)C(CC=C1)=O)OC(CC)=O 3'-[methylenebis(7H-benzo[6,7]indeno[1,2-b]quinolone-7,7-diyl)] dipropionate